NC=1C(=C(C=C2C=C(N=CC12)NC(OC1CNC1)=O)C1=C(C2=C(OCCN2)N=C1)C)F azetidin-3-yl (8-amino-7-fluoro-6-(8-methyl-2,3-dihydro-1H-pyrido[2,3-b][1,4]oxazin-7-yl)isoquinolin-3-yl)carbamate